ClC=1C=C(C=C(C1)Cl)N1CCN(CC1)S(=O)(=O)C1=CC=C(C=C1)NC(=O)C=1C=C(C=CC1N(S(=O)(=O)C)C)CNC(COCCNC(OC(C)(C)C)=O)=O Tert-butyl N-[2-[2-[[3-[[4-[4-(3,5-dichlorophenyl)piperazin-1-yl]sulfonylphenyl]carbamoyl]-4-[methyl(methylsulfonyl)amino]phenyl]methylamino]-2-oxo-ethoxy]ethyl]carbamate